NC=1C(=C(C(=C2C=C(N=CC12)NC=1C=NN(C1)C(C#N)C)Cl)C=1C=NC=CC1C)Cl 2-(4-(8-amino-5,7-dichloro-6-(4-methylpyridin-3-yl)isoquinolin-3-ylamino)-1H-pyrazol-1-yl)propionitrile